N-(benzyloxy)methanamine C(C1=CC=CC=C1)ONC